2-(2,2,2-trifluoroethyl)-2H-1,2,3-triazole-4-carboxylic acid FC(CN1N=CC(=N1)C(=O)O)(F)F